5-methoxy-1-(3-methoxyphenyl)-3-(piperidin-3-yl)imidazo[1,5-a]pyridine COC1=CC=CC=2N1C(=NC2C2=CC(=CC=C2)OC)C2CNCCC2